3-(1-isopentyl-1H-1,2,3-triazol-4-yl)-4-(isopropylamino)-5H-pyrido[3,2-b]indole-7-carbonitrile C(CC(C)C)N1N=NC(=C1)C1=C(C=2NC=3C=C(C=CC3C2N=C1)C#N)NC(C)C